4-(1-naphthoyl)aminododecylpyridinium bromide [Br-].C1(=CC=CC2=CC=CC=C12)C(=O)NC(CCC[N+]1=CC=CC=C1)CCCCCCCC